4-((6-methylpyridin-3-yl)oxy)pyridinenitrile CC1=CC=C(C=N1)OC1=CC(=NC=C1)C#N